5-[3-[[(4S)-1-[[3-(azetidine-3-carbonylamino)phenyl]methylsulfonyl]-2,2-dimethyl-4-piperidyl]amino]phenyl]-3-(carboxymethoxy)-4-chloro-thiophene-2-carboxylic acid N1CC(C1)C(=O)NC=1C=C(C=CC1)CS(=O)(=O)N1C(C[C@H](CC1)NC=1C=C(C=CC1)C1=C(C(=C(S1)C(=O)O)OCC(=O)O)Cl)(C)C